ClC=1C=C(C(=C(C1)C1=NC=NN2C1=CC(=C2)CN2C(C1C(C1C2=O)(C)C)=O)O[C@@H]2CNC[C@@H]2F)C 3-((4-(5-chloro-2-(((3R,4S)-4-fluoropyrrolidin-3-yl)oxy)-3-methylphenyl)pyrrolo[2,1-f][1,2,4]triazin-6-yl)methyl)-6,6-dimethyl-3-azabicyclo[3.1.0]hexane-2,4-dione